3-butylsulfanyl-5,6-diphenyl-1,2,4-triazine C(CCC)SC=1N=NC(=C(N1)C1=CC=CC=C1)C1=CC=CC=C1